5,10,15-tris(p-chlorophenyl)-20-(p-hydroxyphenyl)porphyrin nickel (II) [Ni+2].ClC1=CC=C(C=C1)C=1C2=CC=C(N2)C(=C2C=CC(C(=C3C=CC(=C(C=4C=CC1N4)C4=CC=C(C=C4)Cl)N3)C3=CC=C(C=C3)Cl)=N2)C2=CC=C(C=C2)O